COC=1C=CC=2C=3N(C(=NC2C1)N)N=CN3 8-methoxy-[1,2,4]triazolo[1,5-c]quinazolin-5-amine